ClC1=CC=CC=2C(N([C@H]3C=4N([C@@H](C21)C3)C3=C(N4)C=CC(=C3)C=3C=NC(=NC3)C3N(CCC3)C(=O)OC(C)(C)C)C([2H])([2H])[2H])=O tert-butyl 2-(5-((7R,14R)-1-chloro-6-(methyl-d3)-5-oxo-5,6,7,14-tetrahydro-7,14-methanobenzo[f]benzo[4,5]imidazo[1,2-a][1,4]diazocin-11-yl)pyrimidin-2-yl)pyrrolidine-1-carboxylate